(R)-3-(3-(3-(5-amino-4,6-dimethoxypyrimidin-2-yl)phenyl)isoxazol-5-yl)-3-hydroxy-1-methylpyrrolidin-2-one NC=1C(=NC(=NC1OC)C=1C=C(C=CC1)C1=NOC(=C1)[C@]1(C(N(CC1)C)=O)O)OC